N,N'-bis(phenylmethyl)-1,2-ethanediamine C1(=CC=CC=C1)CNCCNCC1=CC=CC=C1